2-[2-(5-{1-[(6,7-dimethoxy-2-methylquinazolin-4-yl)amino]ethyl}thiophen-2-yl)phenyl]acetamide COC=1C=C2C(=NC(=NC2=CC1OC)C)NC(C)C1=CC=C(S1)C1=C(C=CC=C1)CC(=O)N